L-(+-)-S-allyl-cysteine methyl-2-((1-(3-fluoropyridin-2-yl)ethyl)((2-methylbenzo[d]thiazol-5-yl)methyl)amino)-2-oxoacetate CC(C=1C=CC2=C(N=C(S2)C)C1)N(C(C(=O)O)=O)C(C)C1=NC=CC=C1F.C(C=C)SC[C@H](N)C(=O)O |r|